2-[3-(3,5-dichlorophenyl)ureido]-4-fluoro-N-(3-hydroxy-propyl)benzamide ClC=1C=C(C=C(C1)Cl)NC(NC1=C(C(=O)NCCCO)C=CC(=C1)F)=O